2-(6-amino-5-(8-(2-(piperidin-3-ylethynyl)pyridin-4-yl)-3,8-diazabicyclo[3.2.1]octan-3-yl)pyridazin-3-yl)phenol NC1=C(C=C(N=N1)C1=C(C=CC=C1)O)N1CC2CCC(C1)N2C2=CC(=NC=C2)C#CC2CNCCC2